C(C)(C)(C)NN(NC(C)(C)C)[SiH3] bis(tert-butylamino)Aminosilane